6-(1-(3,3-difluoropropyl)-4-(4-fluorophenyl)-1H-imidazol-5-yl)imidazo[1,2-b]pyridazine-3-carbonitrile FC(CCN1C=NC(=C1C=1C=CC=2N(N1)C(=CN2)C#N)C2=CC=C(C=C2)F)F